ethyl 2-(pyrrolidin-1-yl)-5-(2,2,2-trifluoroethyl)oxazole-4-carboxylate N1(CCCC1)C=1OC(=C(N1)C(=O)OCC)CC(F)(F)F